ClC1=CC(=C(C=C1)C1COC2=C(O1)C=CC=C2C2=CCC(OC2)CC2=NC1=C(N2C[C@H]2OCC2)C=C(C=C1)C(=O)O)F 2-((5-(2-(4-chloro-2-fluorophenyl)-2,3-dihydrobenzo[b][1,4]dioxin-5-yl)-3,6-dihydro-2H-pyran-2-yl)methyl)-1-(((S)-oxetan-2-yl)methyl)-1H-benzo[d]imidazole-6-carboxylic acid